C(C)N1C2=CC=C(C=C2C=2C=C(C=CC12)[N+](=O)[O-])[N+](=O)[O-] 9-ethyl-3,6-dinitro-9H-carbazole